C(C1=CC=CC=C1)N1C(C2=CC(=C(C(=C2CC1)Cl)C(=O)N[C@H](C(=O)O)CNC(=O)N[C@@H]1CCC2=CC=CC=C12)Cl)=O (S)-2-(2-benzyl-5,7-dichloro-1-oxo-1,2,3,4-tetrahydroisoquinoline-6-carboxamido)-3-(3-((R)-2,3-dihydro-1H-inden-1-yl)ureido)propanoic acid